O1C(CC(C2=CC=CC=C12)=O)C1=CC=CC=C1 flavan-4-one